(S)-N-(4-(4-amino-7-methyl-5-(6-(pyrrolidine-1-carbonyl)-5,6-dihydro-2H-pyran-3-yl)-7H-pyrrolo[2,3-d]pyrimidin-6-yl)phenyl)methacrylamide NC=1C2=C(N=CN1)N(C(=C2C=2CO[C@@H](CC2)C(=O)N2CCCC2)C2=CC=C(C=C2)NC(C(=C)C)=O)C